IC1=CC=C(C2=NON=C21)N2CCN(CC2)C(=O)OC(C)(C)C tert-butyl 4-(4-iodo-2,1,3-benzoxadiazol-7-yl)piperazine-1-carboxylate